dimethyl-1H-pyrazole-1-carboxamide CC=1C(=NN(C1)C(=O)N)C